C1CCC2=C(C=CC=C12)C1=C(C=C2C(=N1)C(=NN2)C=2C=CC(=NC2)C(C)N2CCOCC2)OC (1-(5-(5-(2,3-Dihydro-1H-inden-4-yl)-6-methoxy-1H-pyrazolo[4,3-b]pyridin-3-yl)pyridin-2-yl)ethyl)morpholine